ClC1=NC=CC(=C1)OC 2-chloro-4-methoxypyridine